C1(=CC=CC=C1)OOOOC=1C(C(=O)[O-])=CC=CC1 phenyl-trioxysalicylate